C(#N)C=1C=NC2=CC(=C(C=C2C1NC1=CC(=C(C=C1)F)Cl)NC(C=CCN(C)C)=O)OCC 3-cyano-4-[(3-chloro-4-fluorophenyl)amino]-6-{[4-(N,N-dimethylamino)-1-oxo-2-buten-1-yl]amino}-7-ethoxy-quinoline